m-aminotoluenesulfonic acid-triethylamine salt C(C)N(CC)CC.NC=1C=C(CS(=O)(=O)O)C=CC1